N1=C(C=CC=C1)SSCCCC(=O)OC1=C(C(=C(C(=C1F)F)F)F)F 4-(2-pyridyldithio)-butyric acid, 2,3,4,5,6-pentafluorophenyl ester